FC1=C(C(=CC=C1)O)C1=CC(=NN1)NC=1N=CC(=NC1)C#N 5-((5-(2-fluoro-6-hydroxyphenyl)-1H-pyrazol-3-yl)amino)pyrazine-2-carbonitrile